FC=1C=NC=C(C1)[C@@H]1NCCC1 (R)-3-fluoro-5-(pyrrolidin-2-yl)pyridine